C(C)(C)C=1C=CCC(C1)C1=CC=C(C=C1)OC 5-isopropyl-4'-methoxy-[1H-biphenyl]